C(=O)(O)C1=CC=C(C=C1)C=1C=C(C=C(C1)C1=CC=C(C=C1)C(=O)O)C1=CC=C(C=C1)C1=CC(=CC(=C1)C1=CC=C(C=C1)C(=O)O)C1=CC=C(C=C1)C(=O)O 5',5'''-bis(4-carboxyphenyl)-[1,1':3',1'':4'',1''':3''',1''''-quinquephenyl]-4,4''''-dicarboxylic acid